ClC=1C(=CC2=C(N=C(S2)NC(OC(C)(C)C)=O)C1)NCCN1CCOCC1 tert-butyl (5-chloro-6-{[2-(4-morpholinyl)ethyl]amino}benzo[d]thiazol-2-yl)carbamate